C(CCC(=O)O)(=O)O.N[C@H]1CN(CCC1)C1=CC(N(C(N1CC1=C(C#N)C=CC(=C1)F)=O)C)=O 2-[[6-[(3R)-3-amino-1-piperidinyl]-3,4-dihydro-3-methyl-2,4-dioxo-1(2H)-pyrimidinyl]methyl]-4-fluoro-benzonitrile succinate